1-[2-[4-[(3S)-3-pyrazin-2-yl-1,2-oxazolidine-2-carbonyl]piperidin-1-yl]pyrimidin-4-yl]piperidin-2-one N1=C(C=NC=C1)[C@H]1N(OCC1)C(=O)C1CCN(CC1)C1=NC=CC(=N1)N1C(CCCC1)=O